(2S,4r)-1-[(2S)-2-(4-cyclopropyl-triazol-1-yl)-3,3-dimethyl-butyryl]-N-[3-(2,6-difluorophenyl)oxetan-3-yl]-4-hydroxy-pyrrolidine-2-carboxamide C1(CC1)C=1N=NN(C1)[C@H](C(=O)N1[C@@H](C[C@H](C1)O)C(=O)NC1(COC1)C1=C(C=CC=C1F)F)C(C)(C)C